tert-butyl 2-bromo-3-iodo-6,6-dimethyl-6,7-dihydropyrazolo[1,5-a]pyrazine-5(4H)-carboxylate BrC1=NN2C(CN(C(C2)(C)C)C(=O)OC(C)(C)C)=C1I